8-((4'-methoxy-[1,1'-biphenyl]-3-yl)(methyl)amino)-5-methyl-6-oxo-5,6-dihydro-1,5-naphthyridine-2-carbonitrile COC1=CC=C(C=C1)C1=CC(=CC=C1)N(C1=CC(N(C=2C=CC(=NC12)C#N)C)=O)C